1-(4-chlorobenzyl)-3-((2r,5s)-6-(2-methylpyridin-4-yl)-6-azaspiro[3.4]octan-2-yl)urea ClC1=CC=C(CNC(=O)NC2CC3(C2)CN(CC3)C3=CC(=NC=C3)C)C=C1